(Z)-3-(3-(3,5-bis(trifluoromethyl)phenyl)-1H-1,2,4-triazol-1-yl)-N-(2-methyl-7-oxo-2,6-diazaspiro[3.4]octan-6-yl)acrylamide FC(C=1C=C(C=C(C1)C(F)(F)F)C1=NN(C=N1)\C=C/C(=O)NN1CC2(CN(C2)C)CC1=O)(F)F